(S)-2-(5,5-difluoropiperidin-3-yl)acetic acid tert-butyl ester hydrochloride Cl.C(C)(C)(C)OC(C[C@@H]1CNCC(C1)(F)F)=O